2-(tert-butoxycarbonylamino)-3-hydroxy-4,4-dimethyl-pentanoic acid C(C)(C)(C)OC(=O)NC(C(=O)O)C(C(C)(C)C)O